C(C)OC(CNC(CC(=O)OCC)=O)=O ethyl 3-((2-ethoxy-2-oxoethyl) amino)-3-oxopropanoate